4-(6-(1-(1-acryloyl-piperidin-4-yl)-1H-pyrazol-4-yl)-4-amino-7-methyl-7H-pyrrolo[2,3-d]pyrimidin-5-yl)-N-(tetrahydrofuran-3-yl)benzamide C(C=C)(=O)N1CCC(CC1)N1N=CC(=C1)C1=C(C2=C(N=CN=C2N)N1C)C1=CC=C(C(=O)NC2COCC2)C=C1